4-[4-(3-Hydroxyphenyl)phenyl]-2-methylphenol OC=1C=C(C=CC1)C1=CC=C(C=C1)C1=CC(=C(C=C1)O)C